5,6-bis(dodecoxy)-4,7-di(thiophen-2-yl)benzo[C][1,2,5]-thiadiazole C(CCCCCCCCCCC)OC1=C(C=2C(=NSN2)C(=C1OCCCCCCCCCCCC)C=1SC=CC1)C=1SC=CC1